FC=1C(N=C2C=CC=CC12)=O 3-fluoroindolone